C(=O)(O)C=1C=CNC1 4-carboxypyrrole